N-tert-butyl-3-[[2-(5-fluoro-1H-indol-3-yl)acetyl]amino]benzamide C(C)(C)(C)NC(C1=CC(=CC=C1)NC(CC1=CNC2=CC=C(C=C12)F)=O)=O